2-(4-(3-(2,6-bis(benzyloxy)pyridin-3-yl)-1-methyl-1H-indazol-6-yl)cyclohexyl)acetic acid C(C1=CC=CC=C1)OC1=NC(=CC=C1C1=NN(C2=CC(=CC=C12)C1CCC(CC1)CC(=O)O)C)OCC1=CC=CC=C1